FC=1C=C(C=CC1OC1=CC=NC2=CC(=CN=C12)OC)NC(=O)C=1C=NC(=C(C1O)C1=C(C=C(C=C1)F)C)C N-[3-fluoro-4-[(7-methoxy-1,5-naphthyridin-4-yl)oxy]phenyl]-5-(4-fluoro-2-methylphenyl)-4-hydroxy-6-methylpyridine-3-carboxamide